N-(6-amino-5-cyclopropylpyridin-3-yl)-2-((5R)-2-(3,4-difluorophenyl)-4-isobutyryl-5-methylpiperazin-1-yl)-2-oxoacetamide NC1=C(C=C(C=N1)NC(C(=O)N1C(CN([C@@H](C1)C)C(C(C)C)=O)C1=CC(=C(C=C1)F)F)=O)C1CC1